[N+](=O)([O-])C=C1COC1 3-(nitromethylidene)oxetane